C1C(C1)C=1N=COC1B1OC(C(O1)(C)C)(C)C 4-2-cyclopropyl-5-(4,4,5,5-tetramethyl-1,3,2-dioxaborolan-2-yl)oxazole